O=C1OC2=C(C=C1)C=CC(=C2)CN(C(O)=O)C.C(C)(C)(C)NS(=O)(=O)C2=CC=C(C=C2)C2=C(C=1C(=NC=CC1)N2)SC2=CC=C(C=C2)Cl N-tertiary butyl-4-{3-[(4-chlorophenyl)sulfanyl]-1H-pyrrolo[2,3-b]pyridin-2-yl}benzenesulfonamide 2-Oxo-2H-benzopyran-7-yl-dimethylcarbamate